C(C)(C)(C)OC(=O)N1C[C@H](O[C@@H](C1)C=O)C1=CC(=NC(=C1)Cl)Br.C(C1=CC=CC=C1)(=O)C1=CC=C(C(=O)NCCCNC(C(=C)C)=O)C=C1 N-(3-(4-benzoylbenzoylamino)propyl)methacrylamide Trans-tert-butyl-2-(2-bromo-6-chloropyridin-4-yl)-6-formylmorpholine-4-carboxylate